(Thiazol-4-Yl)phenol S1C=NC(=C1)C1=C(C=CC=C1)O